NCCC1=CNC2=CC=CC=C12 (3'R,4'R,5'S,6'R)-Tryptamine